C(CCCCC)(=O)O.C(CCCCCCC)N(CCCCCCCC)CCCCCCCC trioctylamine caproate